6-bromo-1H-pyrrolo[3,2-c]pyridin BrC1=CC2=C(C=N1)C=CN2